CN1C=NC=2C(=C1)C=C(N2)C#N 3-methyl-pyrrolo[2,3-d]pyrimidine-6-carbonitrile